4-(thiophen-2-yl)-1H-1,2,3-triazol S1C(=CC=C1)C=1N=NNC1